FC1=CC=C(OC=2C=CC(=NC2)S(=O)(=O)N2[C@@H]([C@@H]3CC[C@H](C2)N3C(=O)OCCOC)C(=O)OCC)C=C1 2-ethyl 8-(2-methoxyethyl) (1S,2S,5R)-3-((5-(4-fluorophenoxy)pyridin-2-yl)sulfonyl)-3,8-diazabicyclo[3.2.1]octane-2,8-dicarboxylate